5-(azetidine-1-yl)-3,3-Dimethyl-2,3-dihydro-1H-pyrrolo[3,2-b]pyridine N1(CCC1)C1=CC=C2C(=N1)C(CN2)(C)C